CC1C(C(C(C(O1)O)O)O)O deoxyhexose